8-imino-2-(2-isopropylphenyl)-7-methyl-9-(4-(1-methyl-4-(trifluoromethyl)-1H-imidazol-2-yl)benzyl)-8,9-dihydro-7H-purine-6-carbonitrile N=C1N(C2=NC(=NC(=C2N1C)C#N)C1=C(C=CC=C1)C(C)C)CC1=CC=C(C=C1)C=1N(C=C(N1)C(F)(F)F)C